(R)-1-(5-Fluoropyridin-3-yl)-2-((2-((1S,3R)-3-methoxycyclohexyl)propan-2-yl)amino)ethan-1-ol FC=1C=C(C=NC1)[C@H](CNC(C)(C)[C@@H]1C[C@@H](CCC1)OC)O